BrC1=CC=CC=2N=C(OC21)C2=NCCC1=C2N=CN1 4-(7-bromobenzo[d]oxazol-2-yl)-6,7-dihydro-1H-imidazo[4,5-c]pyridin